FC1=CC2=C(N(C(N=C2N2[C@H](CN(CC2)C(=O)OC(C)(C)C)C)=O)C=2C(=NC=CC2C)C(C)C)N=C1[Sn](C)(C)C tert-butyl (M)-(S)-4-(6-fluoro-1-(2-isopropyl-4-methylpyridin-3-yl)-2-oxo-7-(trimethylstannyl)-1,2-dihydropyrido[2,3-d]pyrimidin-4-yl)-3-methylpiperazine-1-carboxylate